F[Si](CCCCCCCCCC)(F)F trifluoro-decyl-silane